[Ti].[Ni].[Sb] antimony nickel titanium